Racemic-trans-6-(5-methoxypyridin-3-yl)-4-azaspiro[2.4]heptane-7-carbonitrile COC=1C=C(C=NC1)[C@@H]1CNC2(CC2)[C@H]1C#N |r|